(S)-5-Chloro-3-methyl-2-(6-(((tetrahydrofuran-3-yl)oxy)methyl)pyridazin-3-yl)phenol ClC=1C=C(C(=C(C1)O)C=1N=NC(=CC1)CO[C@@H]1COCC1)C